ONC1(C(=NN(C1=O)CC(=O)N)C1=CC=C(C=C1)S(=O)(=O)C)C [4-(hydroxyamino)-3-(4-methanesulfonylphenyl)-4-methyl-5-oxo-4,5-dihydro-1H-pyrazol-1-yl]acetamide